((cyclohex-3-en-1-yloxy)methyl)-1,3,4-thiadiazol-2-amine C1(CC=CCC1)OCC1=NN=C(S1)N